(3R)-3-[tert-butyl-(dimethyl)silyl]oxybutanoic acid C(C)(C)(C)[Si](O[C@@H](CC(=O)O)C)(C)C